6-(2-bromoethoxy)-1-methyl-1,2,3,4-tetrahydroquinolin-2-one BrCCOC=1C=C2CCC(N(C2=CC1)C)=O